(3S)-3-[1-oxo-5-[4-[1-(4-piperidylmethyl)azetidin-3-yl]piperazin-1-yl]isoindolin-2-yl]piperidine-2,6-dione O=C1N(CC2=CC(=CC=C12)N1CCN(CC1)C1CN(C1)CC1CCNCC1)[C@@H]1C(NC(CC1)=O)=O